ClC=1C(=NC(=NC1)NC=1C=C(CN2C[C@H](N([C@H](C2)C)O)C)C=C(C1)C1CC1)C1=CNC2=CC(=CC=C12)C (2R,6S)-4-(3-((5-chloro-4-(6-methyl-1H-indol-3-yl)pyrimidine-2-yl)amino)-5-cyclopropylbenzyl)-2,6-dimethylpiperazine-1-ol